BrC1=C(C=CC=C1)S[C@@]1(C[C@H](N(C1)C(=O)OC(C)(C)C)C(N)=O)C(N)=O t-butyl (2S,4R)-4-((2-bromophenyl)thio)-2,4-dicarbamoylpyrrolidine-1-carboxylate